ClC1=CC=C2NC=3CC(CC(C3C(C2=C1)=O)=O)C=1C=NC(=CC1)C1=CC(=CC=C1)OC(F)(F)F 7-chloro-3-(6-(3-(trifluoromethoxy)phenyl)pyridin-3-yl)-3,4-dihydroacridine-1,9(2H,10H)-dione